tert-Butyl N-[(1S,2R,4S)-4-[[1-(benzenesulfonyl)-5-nitro-pyrrolo[2,3-b]pyridin-4-yl]amino]-2-[tert-butyl(dimethyl)silyl]oxy-cyclopentyl]carbamate C1(=CC=CC=C1)S(=O)(=O)N1C=CC=2C1=NC=C(C2N[C@@H]2C[C@H]([C@H](C2)NC(OC(C)(C)C)=O)O[Si](C)(C)C(C)(C)C)[N+](=O)[O-]